CC(CC)C=1N(C=C2C1[C@]1(N(C2=O)C2=C(C=CC(=C2)Cl)F)C(NC2=CC(=CC=C21)Cl)=O)C=2C(=NC(=NC2)OC)OC (3S)-6'-(but-2-yl)-6-chloro-2'-(5-chloro-2-fluorophenyl)-5'-(2,4-dimethoxypyrimidin-5-yl)-1,2,3',5'-tetrahydro-2'H-spiro[indole-3,1'-pyrrolo[3,4-c]pyrrole]-2,3'-dione